(R)-2-(2-(2-chloro-4-(trifluoromethoxy)phenoxy)acetyl)-8-(2-fluoro-5-(trifluoromethyl)phenyl)-1,3,4,12a-tetrahydrobenzo[e]pyrazino[1,2-a][1,4]diazepine-6,12(2H,11H)-dione ClC1=C(OCC(=O)N2C[C@H]3N(C(C4=C(NC3=O)C=CC(=C4)C4=C(C=CC(=C4)C(F)(F)F)F)=O)CC2)C=CC(=C1)OC(F)(F)F